trifluoro[2-(oxan-2-yloxy)ethyl]boranuide F[B-](CCOC1OCCCC1)(F)F